C(CCC)C=1C=C(C=CC1)C=1C2=CC=CC=C2N=C2C=CC=CC12 9-(m-n-butylphenyl)acridine